4-(4'-propyl-2',6'-difluorophenyl)-2,6-difluorophenylboronic acid C(CC)C1=CC(=C(C(=C1)F)C1=CC(=C(C(=C1)F)B(O)O)F)F